ClC=1C(=C(N)C=C(C1)Cl)F 3,5-dichloro-2-fluoroaniline